tert-butyl 3-(3-amino-5-fluoro-6-(7-fluoro-3-(methoxymethoxy)-8-((triisopropylsilyl)ethynyl)naphthalen-1-yl)-4-methyl-2,7-naphthyridin-1-yl)-3,8-diazabicyclo[3.2.1]octane-8-carboxylate NC=1N=C(C2=CN=C(C(=C2C1C)F)C1=CC(=CC2=CC=C(C(=C12)C#C[Si](C(C)C)(C(C)C)C(C)C)F)OCOC)N1CC2CCC(C1)N2C(=O)OC(C)(C)C